O=C1NN=C(C2=CC(=CC=C12)C#N)C1=CC=CC=C1 1-oxo-4-phenyl-1,2-dihydro-phthalazin-6-carbonitrile